tert-butyl 6-(1-(2,2,2-trifluoroethyl)-3-(3-(trifluoromethyl)phenyl)ureido)-2-azaspiro[3.3]heptane-2-carboxylate FC(CN(C(=O)NC1=CC(=CC=C1)C(F)(F)F)C1CC2(CN(C2)C(=O)OC(C)(C)C)C1)(F)F